Cl.C1(CC1)NC(C1=CC(=C(C(=C1)F)C=1N=C2N(C=CC(=C2)C)C1C[C@H]1CNCCO1)F)=O (S)-N-cyclopropyl-3,5-difluoro-4-(7-methyl-3-(morpholin-2-ylmethyl)imidazo[1,2-a]pyridin-2-yl)benzamide hydrochloride